CC1=CC=C(C=N1)CN1N=C2C3=C(CCC2=C1)OC(=C3C(F)(F)F)C(=O)O 2-[(6-Methylpyridin-3-yl)methyl]-8-(trifluoromethyl)-4,5-dihydro-2H-furo[2,3-g]indazole-7-carboxylic acid